C1(=C(C=CC=C1)N1C=NC2=C(C=C(C=C2C1=O)CN1C(N(C=C1)C)=N)C=1C(=NN(C1)C)C(F)(F)F)C1=CC=CC=C1 3-([1,1'-Biphenyl]-2-yl)-6-((2-imino-3-methyl-2,3-dihydro-1H-imidazol-1-yl)methyl)-8-(1-methyl-3-(trifluoromethyl)-1H-pyrazol-4-yl)quinazolin-4(3H)-one